C1=C(C=CC2=CC=CC=C12)C1=NC2=C3N=CC=CC3=CC=C2C=C1 2-naphthyl-1,10-phenanthroline